6-(2,2-dimethyl-azetidin-1-yl)quinoline-4-carboxylic acid CC1(N(CC1)C=1C=C2C(=CC=NC2=CC1)C(=O)O)C